(R)-1-(4-cyclobutoxy-3-methoxybenzyl)-3-(2-isopropylphenyl)piperazine C1(CCC1)OC1=C(C=C(CN2C[C@H](NCC2)C2=C(C=CC=C2)C(C)C)C=C1)OC